[Fe].BrC1=NC(=CC(=C1)[C@@H]1N(CCN([C@H]1CO)CC1=CC=C(C=C1)OC)C(C)=O)Cl trans-1-(2-(2-bromo-6-chloropyridin-4-yl)-3-(hydroxymethyl)-4-(4-methoxybenzyl)piperazin-1-yl)ethan-1-one iron